(3-amino-2,6-difluorophenyl)(prop-2-yn-1-yl)carbamic acid tert-butyl ester C(C)(C)(C)OC(N(CC#C)C1=C(C(=CC=C1F)N)F)=O